N-isopentyl-3-((4-(pyridin-2-ylcarbamoyl)phenyl)amino)benzamide C(CC(C)C)NC(C1=CC(=CC=C1)NC1=CC=C(C=C1)C(NC1=NC=CC=C1)=O)=O